N-[2-(3-chloro-6-{6-hydroxy-2-azaspiro[3.3]heptan-2-yl}pyridin-2-yl)-5-(2,6-difluoro-4-methoxyphenyl)-1-methyl-3-oxo-2,3-dihydro-1H-pyrazol-4-yl]-4-(difluoromethoxy)benzamide ClC=1C(=NC(=CC1)N1CC2(C1)CC(C2)O)N2N(C(=C(C2=O)NC(C2=CC=C(C=C2)OC(F)F)=O)C2=C(C=C(C=C2F)OC)F)C